2,6-Anhydro-4-(3-cyano-6-fluoro-2H-indazol-2-yl)-3,4,5-trideoxy-5-isobutyramido-D-glycero-D-galacto-non-2-enonic acid C(#N)C=1N(N=C2C=C(C=CC12)F)[C@H]1C=C(C(=O)O)O[C@H]([C@@H]1NC(C(C)C)=O)[C@H](O)[C@H](O)CO